P(=O)(O)(O)OC[C@@H]1[C@H]([C@H]([C@@H](O1)N1C=NC=2C(N)=NC=NC12)O)O adenosin-5'-phosphate